1-(6-(4-Chlorophenyl)pyridin-3-yl)-5,7-difluoro-1H-indazol-6-ol ClC1=CC=C(C=C1)C1=CC=C(C=N1)N1N=CC2=CC(=C(C(=C12)F)O)F